C1(CC1)C=1OC(=CN1)C1=CC=2C=NC(=CC2N1)NC(=O)C1CC1 N-(2-(2-cyclopropyloxazol-5-yl)-1H-pyrrolo[3,2-c]pyridin-6-yl)cyclopropanecarboxamide